CC=1SC(=CN1)C(=O)N 2-methyl-1,3-thiazole-5-carboxamide